CC(=O)N[C@@H]1[C@H]([C@@H]([C@H](O[C@@H]1O[C@@H]2[C@H]([C@H](O[C@@H]([C@H]2O)COP(=O)(O)OCCCCCN)O[C@H](CO)C(=O)O)NC(=O)C)CO)O)O The molecule is a synthetic disaccharide phosphate consisting of an alpha-D-GlcNAc-(1->3)-alpha-D-GlcNAc disaccharide linked glycosidically to O-2 of D-glyceric acid and connected to a 5-aminopentyl linker via a phospho group at O-6 of the reducing-end residue. Synthesized for immobilization on microarray surfaces and conjugation to carrier proteins as a potential vaccine candidate to protect from Clostridium difficile infections. It derives from a D-glyceric acid.